6-bromo-7-fluoro-2H-3,1-benzoxazine-2,4(1H)-dione BrC=1C(=CC2=C(C(OC(N2)=O)=O)C1)F